O1CC[C@H](C2=CC=CC=C12)NC(=O)[C@@H]1CC[C@H]2N1C([C@H](CN(CC2)S(=O)(=O)C2=CC=C(C=C2)F)NC(OC(C)(C)C)=O)=O tert-butyl ((5S,8S,10aR)-8-(((R)-chroman-4-yl)carbamoyl)-3-((4-fluorophenyl)sulfonyl)-6-oxodecahydropyrrolo[1,2-a][1,5]diazocin-5-yl)carbamate